P(=S)([S-])([O-])[O-].C=1(C(=CC=CC1)C)C.[Na+].[Na+].[Na+] sodium xylene Dithiophosphate